CC1(C2=CC=CC=C2C=2C=CC(=CC12)C1=NC2=CC=CC=C2C=C1)C 2-(9,9-dimethyl-9H-fluoren-2-yl)quinoline